(7-chloro-5-((4-cyclopentyl-3-(trifluoromethyl)benzyl)oxy)-1H-indol-1-yl)butyric acid ClC=1C=C(C=C2C=CN(C12)C(C(=O)O)CC)OCC1=CC(=C(C=C1)C1CCCC1)C(F)(F)F